N-(5-ethylisoxazol-3-yl)-4-methyl-3-((1-(pyrazolo[1,5-a]pyrazin-3-yl)azetidin-3-yl)amino)benzamide tert-butyl-(R)-(5-((2-(N,N-dimethylsulfamoyl)-6-nitrophenyl)amino)hexyl)carbamate C(C)(C)(C)N(C(O)=O)CCCC[C@@H](C)NC1=C(C=CC=C1[N+](=O)[O-])S(N(C)C)(=O)=O.C(C)C1=CC(=NO1)NC(C1=CC(=C(C=C1)C)NC1CN(C1)C=1C=NN2C1C=NC=C2)=O